(S)-N-(5-(2-acetamidoimidazo[1,2-b]pyridazin-6-yl)-2-methylpyridin-3-yl)-3-phenylisoxazolidine C(C)(=O)NC=1N=C2N(N=C(C=C2)C=2C=C(C(=NC2)C)N2OCC[C@H]2C2=CC=CC=C2)C1